NC(=O)NC1=CC=C(C[C@@H](NC(=O)OCC2=CC=CC=3C4=CC=CC=C4CC23)C(=O)O)C=C1 4-[(aminocarbonyl)amino]-N-[fluorenylmethoxycarbonyl]-D-phenylalanine